triethoxy[4-(epoxyethane-2-yl)butyl]silane C(C)O[Si](CCCCC1CO1)(OCC)OCC